(1s,3s)-3-(4-(2-(4-((2-(2-oxa-6-azaspiro[3.3]heptan-6-yl)pyrimidin-4-yl)methoxy)phenyl)propan-2-yl)phenoxy)cyclobutylamine C1OCC12CN(C2)C2=NC=CC(=N2)COC2=CC=C(C=C2)C(C)(C)C2=CC=C(OC1CC(C1)N)C=C2